5-cyano-N-[2-(4,4-dimethylcyclohexen-1-yl)-4-[1,5-diisopropyl-8-oxabicyclo[3.2.1]octa-2,6-dien-3-yl]phenyl]-1H-imidazole-2-carboxamide C(#N)C1=CN=C(N1)C(=O)NC1=C(C=C(C=C1)C1=CC2(C=CC(C1)(O2)C(C)C)C(C)C)C2=CCC(CC2)(C)C